IN1C(CCC1=O)=O N-iodo-succinimide